(3S,4R)-4-((5-chloro-4-(4-fluoro-1-isopropyl-2-(pyrrolidin-1-yl)-1H-benzo[d]imidazol-6-yl)pyrimidin-2-yl)amino)tetrahydro-2H-pyran-3-ol ClC=1C(=NC(=NC1)N[C@H]1[C@@H](COCC1)O)C=1C=C(C2=C(N(C(=N2)N2CCCC2)C(C)C)C1)F